1-(7-(1-(2-oxa-5-azabicyclo[2.2.1]heptan-5-yl)ethyl)-4-(benzylamino)pyrrolo[2,1-f][1,2,4]triazin-2-yl)-2-methyl-1H-indole-4-carbonitrile C12OCC(N(C1)C(C)C1=CC=C3C(=NC(=NN31)N3C(=CC=1C(=CC=CC31)C#N)C)NCC3=CC=CC=C3)C2